N,N-dimethyl-4-(4-(4-((8-methyl-2,3-dihydro-1H-pyrido[2,3-b][1,4]oxazin-7-yl)amino)-2-oxo-1,2-dihydropyridine-3-carboxamido)phenyl)piperazine-1-carboxamide CN(C(=O)N1CCN(CC1)C1=CC=C(C=C1)NC(=O)C=1C(NC=CC1NC1=C(C2=C(OCCN2)N=C1)C)=O)C